COC=1C=C2CCN3[C@@H](C2=CC1OC)C[C@H]([C@@H](C3)CC(C)C)CO [(2R,3S,11bR)-9,10-dimethoxy-3-(2-methylpropyl)-1H,2H,3H,4H,6H,7H,11bH-pyrido[2,1-a]isoquinolin-2-yl]methanol